C(CCCC(O)O)(O)O pentane-1,1,5,5-tetraol